FC(C(C)NC(O[C@H]1C[C@H](CC1)C1=CC(=NN1)NC(CC1=CC(=NC=C1)OC)=O)=O)(C)F (1R,3S)-3-(3-{[(2-meth-oxypyridin-4-yl)acetyl]-amino}-1H-pyrazol-5-yl)-cyclopentyl [(2ξ)-3,3-difluorobutan-2-yl]carbamate